CC1(CC(C1)O)NC=1C2=C(N=C(N1)C1=CC=NC=C1)C=NC=C2 (1r,3s)-3-methyl-3-{[2-(pyridin-4-yl)pyrido[3,4-d]pyrimidin-4-yl]amino}cyclobutan-1-ol